1,3-difluoro-2,5-diiodobenzene FC1=C(C(=CC(=C1)I)F)I